(6-(cyclopropylmethyl)-4,5,6,7-tetrahydro-1H-pyrazolo[3,4-c]pyridin-3-yl)(4-(3,4-difluoro-2-(trifluoromethyl)phenyl)piperidin-1-yl)methanone C1(CC1)CN1CC2=C(CC1)C(=NN2)C(=O)N2CCC(CC2)C2=C(C(=C(C=C2)F)F)C(F)(F)F